CC(C)(S(=O)NC(C(C)C)C=1C=C(C=CC1)C1=CC(=CC=2C=COC21)COC2=C(C=CC=C2)CC(=O)OCC)C ethyl 2-(2-((7-(3-(1-(1,1-dimethylethylsulfinamido)-2-methylpropyl)phenyl)benzofuran-5-yl)methoxy)phenyl)acetate